CS(=O)(=O)C1=CC(=C(C=C1)NCC#CC=1N(C2=CC=CC(=C2C1)NC1CCN(CC1)CCOCCO)CC(F)(F)F)OC 2-(2-{4-[(2-{3-[(4-methanesulfonyl-2-methoxyphenyl)amino]prop-1-yn-1-yl}-1-(2,2,2-trifluoro-ethyl)-1H-indol-4-yl)amino]piperidin-1-yl}ethoxy)ethan-1-ol